ClC1=C(C(=O)NC2=C3C=NN(C3=CC=C2)CC2CCC2)C=C(C=C1)CNC(C(C)(C)C)=O 2-chloro-N-[1-(cyclobutylmethyl)-1H-indazol-4-yl]-5-{[(2,2-dimethylpropionyl)amino]methyl}benzamide